[Cl-].[Cl-].[Cl-].[Ce+3] cerium (iii) trichloride